tetramethyl-ammonium silicate sodium silicate [Si]([O-])([O-])(O)O.[Na+].[Si](O)(O)(O)O.C[N+](C)(C)C